pentacosadiene CCCCCCCCCCCCCCCCCCCCCC=CC=C